CN([C@@H](C)C(=O)N1[C@@H](CCC1)C(=O)O)C N,N-dimethyl-L-alanyl-L-proline